N-(2,3-dimethylcyclohexyl)-2-[5-oxo-1-[(4-phenylphenyl)methyl]pyrrolidin-2-yl]acetamide CC1C(CCCC1C)NC(CC1N(C(CC1)=O)CC1=CC=C(C=C1)C1=CC=CC=C1)=O